CSC(=C(C(=O)NC1=CC=CC=C1)C(C)=O)SC 2-[bis(methylthio)methylene]-3-oxo-N-phenylbutanamide